COC(=O)C1=CC(=C2C(=N1)C=C(O2)[Si](C)(C)C)CC2=CC=C(C=C2)C=2N=NN(C2)C 7-(4-(1-methyl-1H-1,2,3-triazol-4-yl)benzyl)-2-(trimethylsilyl)furo[3,2-b]pyridine-5-carboxylic acid methyl ester